C1(CCC1)OC1=NC=2N(C=C1C(=O)NC1=NN(C=C1)C)C=C(N2)[C@]21CO[C@](CC2)(C1)C |o1:23,26| rel-7-Cyclobutoxy-N-(1-methyl-1H-pyrazol-3-yl)-2-((1R,4S)-1-methyl-2-oxabicyclo[2.2.1]heptan-4-yl)imidazo[1,2-a]pyrimidine-6-carboxamide